2-(2-(ethylsulfonylamino)pyrimidin-4-yl)-2-methyl-N-(4-(6-(trifluoromethyl)pyrazin-2-yl)phenyl)propanamide C(C)S(=O)(=O)NC1=NC=CC(=N1)C(C(=O)NC1=CC=C(C=C1)C1=NC(=CN=C1)C(F)(F)F)(C)C